18-fluoro-7,12-dioxa-21,24,25-triazapentacyclo[18.5.2.12,6.014,19.023,26]octacosa-1(25),2(28),3,5,14(19),15,17,20,22,26-decaene FC1=CC=CC=2COCCCCOC3=CC=CC(C4=NNC5=CN=C(C12)C=C45)=C3